tert-butyl (R)-4-(7-bromo-6-chloro-8-cyclopropoxy-2-(((S)-1-methylpyrrolidin-2-yl) methoxy)quinazolin-4-yl)-3-methylpiperazin-1-carboxylate BrC1=C(C=C2C(=NC(=NC2=C1OC1CC1)OC[C@H]1N(CCC1)C)N1[C@@H](CN(CC1)C(=O)OC(C)(C)C)C)Cl